O=C1CC(C1)C1=CC(=NC=C1)C#N 4-(3-oxo-cyclobutyl)-2-cyanopyridine